C(C1=CC=CC=C1)SC1=C(C(=C(C(=O)NC)C(=C1F)F)F)F 4-(benzylthio)-2,3,5,6-tetrafluoro-N-methylbenzamide